ClC=1C=C(C=C(C1)C#N)N1N=CC(=C1)C(C(=O)NC1=CC(=NN1C(=O)OC(C)(C)C)C1CC1)C tert-butyl 5-(2-(1-(3-chloro-5-cyanophenyl)-1H-pyrazol-4-yl) propanamido)-3-cyclopropyl-1H-pyrazole-1-carboxylate